2-amino-4-methylamino-6-(2-methoxyanilino)-1,3,5-triazine NC1=NC(=NC(=N1)NC)NC1=C(C=CC=C1)OC